Cerium citrat C(CC(O)(C(=O)[O-])CC(=O)[O-])(=O)[O-].[Ce+3]